3-(2-fluorophenyl)azetidin-3-ol FC1=C(C=CC=C1)C1(CNC1)O